C1(CC1)C=1C(=C(C(=CC1)F)C=1C(N(N=C(C1O)C)C)=O)CCC1=CC(=NC=C1)F 4-[3-cyclopropyl-6-fluoro-2-[2-(2-fluoro-4-pyridinyl)ethyl]phenyl]-5-hydroxy-2,6-dimethyl-pyridazin-3-one